tert-butyl (2S)-2-{[(tert-butoxycarbonyl)(2-methylpropyl)amino]methyl}-4-fluoro-6-hydroxy-5-(1,1,4-trioxo-1λ6,2,5-thiadiazolidin-2-yl)-2,3-dihydro-1H-indole-1-carboxylate C(C)(C)(C)OC(=O)N(CC(C)C)C[C@H]1N(C2=CC(=C(C(=C2C1)F)N1S(NC(C1)=O)(=O)=O)O)C(=O)OC(C)(C)C